N-methyl-4-(trifluoromethyl)benzenesulfonamide CNS(=O)(=O)C1=CC=C(C=C1)C(F)(F)F